NCC#CC1=C(C(=O)OC)C=CC(=C1)C(N(C1CCNCC1)C)=O methyl 2-(3-aminoprop-1-yn-1-yl)-4-(methyl(piperidin-4-yl)carbamoyl)benzoate